ClC1=C(C=CC(=C1)OC)N(CCC(=O)O)CCC(=O)O ((2-chloro-4-methoxyphenyl)azanediyl)dipropanoic acid